FC(C1=NN=C(O1)C=1C=CC(=NC1)CN1C(N(C2=CC=C(C=C2C1=O)F)CC1CCN(CC1)C(=O)[O-])=O)F 4-((3-((5-(5-(difluoromethyl)-1,3,4-oxadiazole-2-yl)pyridine-2-yl)methyl)-6-fluoro-2,4-dioxo-3,4-dihydroquinazoline-1(2H)-yl)methyl)piperidine-1-carboxylate